C(C)N(C=NC1=C(C=C(C(=C1)F)C1(COC1)OCC1=C(C=CC=C1)C)C)C N-ethyl-N'-(5-fluoro-2-methyl-4-(3-((2-methylbenzyl)oxy)oxetan-3-yl)phenyl)-N-methylformimidamide